C(C1=CC=CC=C1)S(=O)(=O)N1C2CN(C(C1)C2)C(=O)OC(C)(C)C tert-Butyl 5-(benzylsulfonyl)-2,5-diazabicyclo[2.2.1]heptane-2-carboxylate